Chlorocarbonyl CYANIDE PHENYL hydrazone C1(=CC=CC=C1)NN=C(Cl)C#N